(2-chloro-3-methoxyphenyl)((3R,9aS)-3-(5-chloro-4-methylpyridin-2-yl)hexahydropyrazino[2,1-c][1,4]oxazin-8(1H)-yl)methanone ClC1=C(C=CC=C1OC)C(=O)N1C[C@H]2CO[C@H](CN2CC1)C1=NC=C(C(=C1)C)Cl